CN1C(C=C(C2=CC=C3C=CC=NC3=C12)C1=CC=CC=C1)=O 1-methyl-4-phenyl-1,10-phenanthroline-2-one